C1(CC1)C=1N=NN(C1C=C1CC2(C1)CCN(CC2)C=2SC1=C(N2)C(=CC(=C1)C(=O)O)C)C1=C(C=CC=C1Cl)Cl 2-(2-((4-cyclopropyl-1-(2,6-dichlorophenyl)-1H-1,2,3-triazol-5-yl)methylene)-7-azaspiro[3.5]non-7-yl)-4-methylbenzo[d]thiazole-6-carboxylic acid